(R)-(3-aminopiperidin-1-yl)(2-(1-(3-methoxybenzyl)-1H-indol-2-yl)-3-methylimidazo[1,2-a]pyridin-7-yl)methanone N[C@H]1CN(CCC1)C(=O)C1=CC=2N(C=C1)C(=C(N2)C=2N(C1=CC=CC=C1C2)CC2=CC(=CC=C2)OC)C